2-methylpropan-2-yl-4-[3-(4-{[4-({2-[(methylamino)carbonyl]phenyl}amino)-5-(trifluoromethyl)pyrimidin-2-yl]amino}phenyl)pyrazol-1-yl]piperidine-1-carboxylic acid CC(C)(C)C1N(CCC(C1)N1N=C(C=C1)C1=CC=C(C=C1)NC1=NC=C(C(=N1)NC1=C(C=CC=C1)C(=O)NC)C(F)(F)F)C(=O)O